NC[C@@]1(OC2=C(C1)C(=C(C=C2)Cl)C2=C(C(=O)N)C=CC=C2F)C2=CC=CC=C2 2-((2S,4S)-2-(aminomethyl)-5-chloro-2-phenyl-2,3-dihydrobenzofuran-4-yl)-3-fluorobenzamide